CC([C@@H](C(N1[C@@H](CCC1)C(NC1(CC1)C1=CC=CC=C1)=O)=O)NC(=O)C1=CC2=C(S1)C=CC(=C2)C(F)(F)P(O)(O)=O)(C)C ((2-(((S)-3,3-dimethyl-1-oxo-1-((S)-2-((1-phenylcyclopropyl)carbamoyl)pyrrolidin-1-yl)butan-2-yl)carbamoyl)benzo[b]thiophen-5-yl)difluoromethyl)phosphonic acid